2'-deoxy guanosine-5'-monophosphate P(=O)(O)(O)OC[C@@H]1[C@H](C[C@@H](O1)N1C=NC=2C(=O)NC(N)=NC12)O